[Br-].C(C)OC(=O)C(CCCCCCCCCCC(C)=O)[P+](C1=CC=CC=C1)(C1=CC=CC=C1)C1=CC=CC=C1 (l-1-(ethoxycarbonyl)-12-oxotridecyl)triphenyl-phosphonium bromide